BrC=1C=C2CCCN3C2=C(C1)N=C3Cl 8-bromo-2-chloro-5,6-dihydro-4H-imidazo[4,5,1-ij]quinoline